methyl-1-methyl-5-ethoxy-1H-pyrazole CC1=NN(C(=C1)OCC)C